3-(3,4-dibenzyloxyphenyl)-N-benzyloxycarbonyl-serine C(C1=CC=CC=C1)OC=1C=C(C=CC1OCC1=CC=CC=C1)C([C@H](NC(=O)OCC1=CC=CC=C1)C(=O)O)O